[Na].ClC=1C(=NC=CC1S)N1C[C@H](CC1)CO (S)-3-chloro-2-(3-(hydroxymethyl)pyrrolidin-1-yl)pyridine-4-thiol sodium salt